(1-(2-((tert-butoxycarbonyl)amino)ethyl)-6-methoxy-1H-indol-4-yl)-5-(6-fluoro-1-p-toluenesulfonyl-1H-indol-4-yl)-4-isopropyl-1H-pyrrole-2-carboxylic acid methyl ester COC(=O)C=1N(C(=C(C1)C(C)C)C1=C2C=CN(C2=CC(=C1)F)S(=O)(=O)C1=CC=C(C)C=C1)C1=C2C=CN(C2=CC(=C1)OC)CCNC(=O)OC(C)(C)C